ClC1=C(C=C(OC=2N=NNC2C(=O)O)C=C1)OCC1=CC=C(C=C1)C#N 4-(4-chloro-3-((4-cyanobenzyl)oxy)phenoxy)-1H-1,2,3-triazole-5-carboxylic acid